ONC(CCCCN1CC(CCC1)C(=O)N)=O 1-(5-(hydroxyamino)-5-oxopentyl)piperidine-3-carboxamide